((4'-((2-(tert-butyl)-1H-imidazol-1-yl)methyl)-5-propyl-[1,1'-biphenyl]-2-yl)sulfonyl)carbamic acid butyl ester C(CCC)OC(NS(=O)(=O)C1=C(C=C(C=C1)CCC)C1=CC=C(C=C1)CN1C(=NC=C1)C(C)(C)C)=O